C(CCCCCCCCCCCCCCCCCCCCC)OC1=CC=C(C(=O)C2=CC=C(C=C2)OCCCCCCCCCCCCCCCCCCCCCC)C=C1 4,4'-bis(behenyl-oxy)benzophenone